FC1=C(C(=C(C=C1F)F)F)B(F)F 2,3,5,6-tetrafluorophenyl-difluoroborane